N-(4-p-methylphenyl-butyl)-diethylenetriamine CC1=CC=C(C=C1)CCCCNCCNCCN